Methyl (2-(3-((tert-butoxycarbonyl)amino)bicyclo[1.1.1]pentan-1-yl)thiazole-4-carbonyl)-L-seryl-L-serinate C(C)(C)(C)OC(=O)NC12CC(C1)(C2)C=2SC=C(N2)C(=O)N[C@@H](CO)C(=O)N[C@@H](CO)C(=O)OC